C1(CC1)C1=C(C=C(C(=N1)CN1CCC2(CN(C(O2)=O)C2=CC=C(C=C2)S(=O)(=O)N)CC1)OCC)C1=CC=C(C=C1)F 4-(8-((6-cyclopropyl-3-ethoxy-5-(4-fluorophenyl)pyridin-2-yl)methyl)-2-oxo-1-oxa-3,8-diazaspiro[4.5]decan-3-yl)benzenesulfonamide